OC1=CC=C(C=C1)N([C@@H](CCCN)C(=O)O)C(F)F trans-N-(4'-hydroxyphenyl)difluoromethyl-ornithine